NC(=S)C1CCNC=C1 4-aminothiocarbonyltetrahydropyridine